4-(methylamino)-N-(4-((3-oxomorpholino)methyl)phenyl)naphthalene-1-sulfonamide CNC1=CC=C(C2=CC=CC=C12)S(=O)(=O)NC1=CC=C(C=C1)CN1C(COCC1)=O